tert-butyl (1s,3s)-3-(3-(4-((2,6-bis(benzyl oxy)pyridin-3-yl)amino)-2-fluorophenyl)azetidin-1-yl)cyclobutane-1-carboxylate C(C1=CC=CC=C1)OC1=NC(=CC=C1NC1=CC(=C(C=C1)C1CN(C1)C1CC(C1)C(=O)OC(C)(C)C)F)OCC1=CC=CC=C1